COC1=C(C(=O)O)C(=CC(=C1)C(F)(F)F)C(F)(F)F 2-methoxy-4,6-di(trifluoromethyl)benzoic acid